F[C@@H]1CN(CC[C@@H]1OC)C1=NC=CC(=N1)NC=1C=C2C(=CN=C(C2=CN1)N1[C@@H]([C@H](C1)CS(=O)(=O)C)C)[C@H](CO)C (2R)-2-[6-({2-[(3R,4S)-3-fluoro-4-methoxypiperidin-1-yl]pyrimidin-4-yl}amino)-1-[(2R,3S)-3-(methanesulfonylmeth-yl)-2-methylazetidin-1-yl]-2,7-naphthyridin-4-yl]propan-1-ol